2-[3-Chloro-2,6-bis(propan-2-yl)phenyl]-N-[(1-methyl-1H-pyrazol-4-yl)({[(2S)-1-methylpyrrolidin-2-yl]methyl})sulfamoyl]acetamide sodium salt [Na].ClC=1C(=C(C(=CC1)C(C)C)CC(=O)NS(N(C[C@H]1N(CCC1)C)C=1C=NN(C1)C)(=O)=O)C(C)C